1-[5-(trifluoromethyl)pyrazin-2-yl]ethanone oxime FC(C=1N=CC(=NC1)C(C)=NO)(F)F